5-bromo-1-methylquinolin-2(1H)-one BrC1=C2C=CC(N(C2=CC=C1)C)=O